FC1(CC(C1)C1=NNC(=N1)C1CC2(CN(C2)C(=O)N2CC(C2)C23CC(C2)(C3)C=3SC(=NN3)CC(C)(C)C)C1)F [6-[3-(3,3-difluorocyclobutyl)-1H-1,2,4-triazol-5-yl]-2-azaspiro[3.3]heptan-2-yl]-[3-[3-(5-neopentyl-1,3,4-thiadiazol-2-yl)-1-bicyclo[1.1.1]pentanyl]azetidin-1-yl]methanone